6,8-bis(methylthio)octanoic acid CSC(CCCCC(=O)O)CCSC